C(C1=CC=CC=C1)OC(=O)N1CCC(CC1)(OC)CN.CNC(C1=C(C=CC=C1)C#CC1=CC=CC=C1)=O N-methyl-2-(phenylethynyl)benzamide benzyl-4-(aminomethyl)-4-methoxypiperidine-1-carboxylate